(S)-4-((R)-10-Acryloyl-2,4-difluoro-14-oxo-8,8a,9,10,11,12-hexahydro-7H,14H-pyrazino[1',2':5,6][1,5]diazocino[3,2,1-hi]indol-3-yl)-2-amino-7-fluorobenzo[b]thiophene-3-carbonitrile C(C=C)(=O)N1C[C@@H]2N(C(C=3C=C(C(=C4C(=CN(C34)CC2)F)C2=CC=C(C=3SC(=C(C32)C#N)N)F)F)=O)CC1